FC1=CC=C(C=C1)N([C@H]1[C@@H](CNCC1)OC)C (3R,4R)-N-(4-fluorophenyl)-3-methoxy-N-methyl-piperidin-4-amine